6-amino-4-((2-(cyclopentyloxy)ethyl)amino)nicotinonitrile NC1=NC=C(C#N)C(=C1)NCCOC1CCCC1